4-bromo-5-methyl-1-((2-(trimethylsilyl)ethoxy)methyl)-1H-indazole BrC1=C2C=NN(C2=CC=C1C)COCC[Si](C)(C)C